5-((4-(7-fluoro-[1,2,4]triazolo[1,5-a]pyridin-6-yl)piperidin-1-yl)sulfonyl)-2,4-dimethylthiazole FC1=CC=2N(C=C1C1CCN(CC1)S(=O)(=O)C1=C(N=C(S1)C)C)N=CN2